FC=1C=C2C(=CNC(C2=CC1F)=O)[C@@H](C)N(C(=O)C=1NC2=CC=CC=C2C1)CCCO |r| Racemic-N-(1-(6,7-difluoro-1-oxo-1,2-dihydroisoquinolin-4-yl)ethyl)-N-(3-hydroxypropyl)-1H-indole-2-carboxamide